N1(CCCCC1)C1=CC=C(C=C1)SC1=CC2=C(NC=N2)C=C1 5-((4-(piperidin-1-yl)phenyl)thio)-1H-benzo[d]imidazol